[Si](C)(C)(C(C)(C)C)OC1CCN(CC1)C1=C(C=C2C(=N1)N=C(S2)N2CCOCC2)NC(=O)C=2N=C(OC2)C2=CC(=NC=C2)C N-(5-(4-((tert-butyldimethylsilyl)oxy)piperidin-1-yl)-2-morpholinothiazolo[4,5-b]pyridin-6-yl)-2-(2-methylpyridin-4-yl)oxazole-4-carboxamide